FC(C(=O)NC=1C=C2C(=NN(C2=CC1)C)C#CC1=CC=C(C=C1)C(F)(F)F)=C 2-Fluoro-N-(1-methyl-3-((4-(trifluoromethyl)phenyl)ethynyl)-1H-indazol-5-yl)acrylamide